NC1=CC(=C(C=C1)N1CCC(CC1)CCC1(CCN(CC1)C(=O)OCC1=CC=CC=C1)F)F benzyl 4-[2-[1-(4-amino-2-fluoro-phenyl)-4-piperidyl]ethyl]-4-fluoro-piperidine-1-carboxylate